1-(1-(5,7-difluoro-3-methylbenzofuran-2-yl)-2,2,2-trifluoroethyl)-3-(2-(3-hydroxyazetidin-1-yl)pyrimidin-5-yl)urea FC=1C=C(C2=C(C(=C(O2)C(C(F)(F)F)NC(=O)NC=2C=NC(=NC2)N2CC(C2)O)C)C1)F